tert-butyl oxopiperidine-1-carboxylate O=C1N(CCCC1)C(=O)OC(C)(C)C